BrC1=CN(C2=NC(=CN=C21)N2CCC1(CN(C1)C(=O)OC(C)(C)C)CC2)COCC[Si](C)(C)C tert-Butyl 7-(7-bromo-5-{[2-(trimethylsilyl) ethoxy]methyl}-5H-pyrrolo[2,3-b]pyrazin-3-yl)-2,7-diazaspiro[3.5]nonane-2-carboxylate